FC1(CCN(CC1)C(=O)C1=CC2=C(N(N=N2)C=2C=CC(=NC2)C(=O)N)C=C1)F 5-(5-(4,4-difluoropiperidine-1-carbonyl)-1H-benzo[d][1,2,3]triazol-1-yl)pyridineamide